methyl (2r,4r,5s)-5-(1-(tert-butoxycarbonyl)-1H-imidazol-4-yl)-2-(tert-butyl)-3-formyl-1,3-selenazolidine-4-carboxylate C(C)(C)(C)OC(=O)N1C=NC(=C1)[C@@H]1[C@H](N([C@H]([Se]1)C(C)(C)C)C=O)C(=O)OC